3-Cyano-2-isopropyl-N-(1-(3-methoxy-1-methyl-1H-pyrazol-4-yl)-1H-indazol-6-yl)benzamide C(#N)C=1C(=C(C(=O)NC2=CC=C3C=NN(C3=C2)C=2C(=NN(C2)C)OC)C=CC1)C(C)C